bis(2-ethylpentyl)4-cyclohexene-1,2-dicarboxylic acid C(C)C(CC1=C(CC(C(C1)C(=O)O)C(=O)O)CC(CCC)CC)CCC